C(C)ON1CC=C(C2=CC=CC=C12)C N-ethoxy-4-methylquinoline